4-(5-{[1,1'-Biphenyl]-4-yl}-6-cyano-[1,1'-biphenyl]-3-yl)-dibenzofuran-6-carbonitril C1(=CC=C(C=C1)C=1C=C(C=C(C1C#N)C1=CC=CC=C1)C1=CC=CC2=C1OC1=C2C=CC=C1C#N)C1=CC=CC=C1